F[B-](F)(F)F.FC=1C=C(C=CC1NC(CCN1C(C2=C(C=3C=CC(=CC13)F)N(N=C2)C)=O)=O)[I+]C2=C(C=C(C=C2C)C)C [3-Fluoro-4-[3-(7-fluoro-1-methyl-4-oxo-pyrazolo[4,3-c]quinolin-5-yl)propanoylamino]phenyl]-(2,4,6-trimethylphenyl)iodonium Tetrafluoroborate